CC1(COCC1)C1=C(C=CC=C1)C(C(=O)OC(C)(C)C)N1CC(C1)OCCCCCC1=NC=2NCCCC2C=C1 Tert-butyl 2-(2-(3-methyltetrahydrofuran-3-yl)phenyl)-2-(3-((5-(5,6,7,8-tetrahydro-1,8-naphthyridin-2-yl)pentyl)oxy)azetidin-1-yl)acetate